tert-butyl 4-((3S,4R)-1-(4-((2,6-dioxopiperidin-3-yl)oxy)-2-fluorophenyl)-3-fluoropiperidin-4-yl)piperazine-1-carboxylate O=C1NC(CCC1OC1=CC(=C(C=C1)N1C[C@@H]([C@@H](CC1)N1CCN(CC1)C(=O)OC(C)(C)C)F)F)=O